7-Bromo-5-oxo-1-thioxo-N-(3-(trifluoromethoxy)phenyl)-4,5-dihydro-1H-thiazolo[3,4-a]quinazoline-3-carboxamide BrC=1C=C2C(NC=3N(C2=CC1)C(SC3C(=O)NC3=CC(=CC=C3)OC(F)(F)F)=S)=O